N-(2-furanylmethyl)-3-[[4-(methylpropylamino)-6-(trifluoromethyl)-2-pyrimidinyl]thio]-propanamide O1C(=CC=C1)CNC(CCSC1=NC(=CC(=N1)N(CCC)C)C(F)(F)F)=O